C1(CCCCC1)C1=CC=C(C=C)C=C1 4-Cyclohexylstyrol